2-[(4R)-4-(5-cyclopropyl-1,3,4-oxadiazol-2-yl)-4-[[6-oxo-5-(trifluoromethyl)-1H-pyridazin-4-yl]amino]butyl]-7-fluoro-6-[5-(trifluoromethyl)pyrimidin-2-yl]isoquinolin-1-one C1(CC1)C1=NN=C(O1)[C@@H](CCCN1C(C2=CC(=C(C=C2C=C1)C1=NC=C(C=N1)C(F)(F)F)F)=O)NC=1C=NNC(C1C(F)(F)F)=O